[C@H](C)(CC)NC=1C2=C(N=C(N1)NC1=CC=C(C3=C1OCCO3)C(=O)N3CCOCC3)NC=C2C(F)(F)F (S)-(8-((4-(sec-butylamino)-5-(trifluoromethyl)-7H-pyrrolo[2,3-d]pyrimidin-2-yl)amino)-2,3-dihydrobenzo[b][1,4]dioxin-5-yl)(morpholino)methanone